C1(CCC1)N1[C@H]2[C@@](CCC1)(CCC2)COC=2N=C(C1=C(N2)C(=C(N=C1)C1=CC(=CC2=CC=C(C(=C12)CC)F)O)F)N1CCOCCC1 4-(2-{[(4aS,7aR)-1-cyclobutyl-octahydro-1H-cyclopenta[b]pyridin-4a-yl]methoxy}-8-fluoro-4-(1,4-oxazepan-4-yl)pyrido[4,3-d]pyrimidin-7-yl)-5-ethyl-6-fluoronaphthalen-2-ol